N1=C(C=CC=C1)C(=O)O.O1COC=C1C1=COCO1 bi[1,3]dioxol-5-yl picolate